C1(=CC=CC=C1)C(=O)C1=CC=CC=C1 Di(phenyl)methanone